N-allyl-2-methyl-1-pentanamine C(C=C)NCC(CCC)C